N,N'-di-n-butyl-1,3-propanediamine CCCCN(CCCC)CCCN